NC=1C=C(C=C2C=C(N=CC12)NC(=O)[C@H]1[C@@H](C1)C#N)C1=C2C(=CN=C1)N(N=C2)C |r| (±)-trans-N-(8-amino-6-(1-methyl-1H-pyrazolo[3,4-c]pyridin-4-yl)isoquinolin-3-yl)-2-cyanocyclopropane-1-carboxamide